N2-(3-fluorophenyl)-5-(1-methyl-1H-pyrazol-4-yl)-N4-(piperidin-4-yl)pyrimidine-2,4-diamine FC=1C=C(C=CC1)NC1=NC=C(C(=N1)NC1CCNCC1)C=1C=NN(C1)C